((Perfluorophenoxy)-(phenoxy)-phosphoryl)-L-alanine benzyl ester C(C1=CC=CC=C1)OC([C@@H](NP(=O)(OC1=CC=CC=C1)OC1=C(C(=C(C(=C1F)F)F)F)F)C)=O